1-bromon-butane BrCCCC